N[Pt]N diaminoplatinum (II)